CNC(=O)C=1C=CC=2N(C3=CC=C(C=C3C2C1)C)C1=CC=C(C=C1)C(F)(F)F N,6-dimethyl-9-[4-(trifluoromethyl)phenyl]-9H-carbazole-3-carboxamide